isooctanol succinate sodium [Na+].C(CCC(=O)[O-])(=O)[O-].C(CCCCC(C)C)O.[Na+]